4-(3-(2-chloroacetyl)-4-fluoro-2,5-dimethyl-1H-pyrrol-1-yl)benzonitrile ClCC(=O)C1=C(N(C(=C1F)C)C1=CC=C(C#N)C=C1)C